ClC=1C=C(C(=NC1OC)N1CCC(CC1)N1CCN(CC1)C)[N+](=O)[O-] 1-(1-(5-chloro-6-methoxy-3-nitropyridin-2-yl)piperidin-4-yl)-4-methylpiperazine